8-hydroxy-1-(4-methoxybenzyl)-4-(5-methyloxazol-2-yl)-1,3-dihydro-2H-benzo[b]azepin-2-one OC=1C=CC2=C(N(C(CC(=C2)C=2OC(=CN2)C)=O)CC2=CC=C(C=C2)OC)C1